2-amino-4-(benzyloxy)-3-chloro-8-(3-chlorophenyl)isoquinolin-2-ium 2,4,6-trimethylbenzenesulfonate CC1=C(C(=CC(=C1)C)C)S(=O)(=O)[O-].N[N+]1=CC2=C(C=CC=C2C(=C1Cl)OCC1=CC=CC=C1)C1=CC(=CC=C1)Cl